11H-benzo[C]carbazole C1=CC=CC=2C=CC3=NC4=CC=CCC4=C3C21